C1(CCCCC1)CNC(=O)[C@H]1[C@@H]([C@@H]2CC[C@H]([C@@H]3CC[C@]4(OO[C@]32[C@H](O1)O4)C)C)C (3R,5aS,6R,8aS,9R,10R,12R,12aR)-N-(cyclohexylmethyl)-3,6,9-trimethyldecahydro-12H-3,12-epoxypyrano[4,3-j][1,2]benzodioxepin-10-carboxamide